9-octadeceneamine C(CCCCCCCC=CCCCCCCCC)N